(5'S)-r-((S)-3-cyclopropyl-2-(methylamino)propanoyl)-7-methyl-2-oxo-1,2-dihydrospiro[pyrido[2,3-b][1,4]oxazine-3,3'-pyrrolidine]-5'-carboxamide C1(CC1)C[C@@H](C(=O)N1C[C@]2(C[C@H]1C(=O)N)C(NC1=C(O2)N=CC(=C1)C)=O)NC